methyl (S)-2-((2-((4-(6-((4-chloro-2-fluorobenzyl)oxy)pyridin-2-yl)piperidin-1-yl)methyl)-1-(oxetan-2-ylmethyl)-1H-benzo[d]imidazol-5-yl)oxy)acetate ClC1=CC(=C(COC2=CC=CC(=N2)C2CCN(CC2)CC2=NC3=C(N2C[C@H]2OCC2)C=CC(=C3)OCC(=O)OC)C=C1)F